OC1=CC=C(C=C1)C(=O)C1=CC=C(C=C1)O bis(4-hydroxyphenyl)methanone